ONC(CCCCN1C(N\C(\C1=O)=C/C1=C(C=CC=C1)OC)=O)=O (Z)-N-hydroxy-5-(4-(2-methoxybenzylidene)-2,5-dioxoimidazolidin-1-yl)pentanamide